6-chloro-2-((3-methyloxetan-3-yl)oxy)-N-(2-(trifluoromethyl)pyridin-4-yl)pyrimidine-4-carboxamide ClC1=CC(=NC(=N1)OC1(COC1)C)C(=O)NC1=CC(=NC=C1)C(F)(F)F